2-[butyl(3-oxobutanoyl)amino]ethyl 2-methylprop-2-enoate CC(C(=O)OCCN(C(CC(C)=O)=O)CCCC)=C